Cl.NCCN1C(N(C2=C1C(=CC=C2)Br)C=2C(=NC(=CC2)OCC2=CC=CC=C2)OCC2=CC=CC=C2)=O 3-(2-aminoethyl)-4-bromo-1-(2,6-dibenzyloxy-3-pyridyl)benzimidazol-2-one hydrochloride